O=C1[C@@H]([C@H](CC1)CC(=O)OC)CCCCC |r| racemic-methyl (1R,2R)-3-oxo-2-pentylcyclopentaneacetate